6-(2-((3aS,5R,6aR)-3a,5-dihydroxyhexahydrocyclopenta[c]pyrrol-2(1H)-yl)acetyl)-3,4-dihydroquinolin-2(1H)-one O[C@@]12[C@@H](CN(C1)CC(=O)C=1C=C3CCC(NC3=CC1)=O)C[C@H](C2)O